Cl.C1=C(C=CC2=CC=CC=C12)N(C([C@H](CSSC[C@@H](C(=O)O)N)N)=O)C1=CC2=CC=CC=C2C=C1 l-cystine (bis-β-naphthylamide) hydrochloride